(3S)-3-(5-{[(3S,4S)-1-{[2-(1-acetylazetidin-3-yl)-8-fluoroquinolin-6-yl]methyl}-4-(methoxymethyl)pyrrolidin-3-yl]oxy}-1-oxo-2,3-dihydro-1H-isoindol-2-yl)piperidine-2,6-dione C(C)(=O)N1CC(C1)C1=NC2=C(C=C(C=C2C=C1)CN1C[C@H]([C@@H](C1)COC)OC=1C=C2CN(C(C2=CC1)=O)[C@@H]1C(NC(CC1)=O)=O)F